n-eicosyl-boric acid C(CCCCCCCCCCCCCCCCCCC)OB(O)O